methylsulfonylmethylsulfonamide CS(=O)(=O)CS(=O)(=O)N